Cl[C@@H](CO)[C@H](O)[C@H](O)CO 2-chloro-2-deoxy-d-ribitol